2,4-difluoroanilinediazonium hexafluorophosphate F[P-](F)(F)(F)(F)F.FC1=C(N[N+]#N)C=CC(=C1)F